C1(CC1)C(C1CC1)NC(=O)C1=CC(=NN1CC(C(F)(F)F)O)C=1C=C(C=CC1)C=1OC(=CN1)C(=O)N[C@H](C(=O)OC)C(C)C (2S)-Methyl 2-(2-(3-(5-((Dicyclopropylmethyl)Carbamoyl)-1-(3,3,3-Trifluoro-2-Hydroxypropyl)-1H-Pyrazol-3-Yl)Phenyl)Oxazole-5-Carboxamido)-3-Methylbutanoate